IC=1C=C(C=C(C1OC)OC)C=1CCN(C1)C 4-(3-iodo-4,5-dimethoxy-phenyl)-1-methyl-2,3-dihydropyrrole